1-tert-butyl (5-methyl-4-oxohexyl)carbamate CC(C(CCCNC(OC(C)(C)C)=O)=O)C